(3R,4R)-1-(1-((S)-1-(5-Chloropyridin-2-yl)ethyl)-5,6-difluoro-1H-benzo[d]imidazol-2-yl)-4-fluoropiperidin-3-amin-hydrochlorid Cl.ClC=1C=CC(=NC1)[C@H](C)N1C(=NC2=C1C=C(C(=C2)F)F)N2C[C@H]([C@@H](CC2)F)N